(3-fluoro-4-methylphenyl)-8,9-dihydroimidazo[1',2':1,6]pyrido[2,3-d]pyrimidin-2-amine FC=1C=C(C=CC1C)C=1C2=C(N=C(N1)N)N1C(C=C2)=NCC1